tert-Butyl 4-[2-methyl-2-(pyridin-2-yl)-1,3-benzodioxol-4-yl]-3,6-dihydropyridine-1(2H)-carboxylate CC1(OC2=C(O1)C=CC=C2C=2CCN(CC2)C(=O)OC(C)(C)C)C2=NC=CC=C2